BrC1=CC(=C(C(=O)N(C)OC)C=C1F)F 4-bromo-2,5-difluoro-N-methoxy-N-methylbenzamide